1-(isopropylsulfonyl)-2-aminobenzene C(C)(C)S(=O)(=O)C1=C(C=CC=C1)N